(S)-8-(1-((6-chloro-2-(8-chloro-1-hydroxy-1H-benzo[d][1,2,6]oxazaborinin-6-yl)pyridin-3-yl)amino)ethyl)-2-isopropyl-3,6-dimethyl-4H-chromen-4-one ClC1=CC=C(C(=N1)C=1C=C(C2=C(C=NOB2O)C1)Cl)N[C@@H](C)C=1C=C(C=C2C(C(=C(OC12)C(C)C)C)=O)C